4-iodo-5-methyl-1-((tetrahydro-2H-pyran-3-yl)methyl)-1H-pyrazole IC=1C=NN(C1C)CC1COCCC1